CC1CCC(CC1)N (1r,4r)-4-methylcyclohexan-1-amine